C(C)[C@@H]1CN(S(C2=C(O1)N=CC=C2)(=O)=O)CC=2C=C(C=CC2C)[C@@H](CC(=O)O)C2=CC=1N(C=C2)C(=NN1)C(F)(F)F (R)-3-(3-(((R)-4-Ethyl-1,1-dioxido-3,4-dihydro-2H-pyrido[2,3-b][1,4,5]oxathiazepin-2-yl)methyl)-4-methylphenyl)-3-(3-(trifluoromethyl)-[1,2,4]triazolo[4,3-a]pyridin-7-yl)propanoic acid